ethyl (3S)-3-amino-3-(4-chlorophenyl)propanoate hydrochloride Cl.N[C@@H](CC(=O)OCC)C1=CC=C(C=C1)Cl